C12(CC(C1)C2)NC2=NC=CC(=N2)C2=CC=CC=1C=C(OC12)I N-(bicyclo[1.1.1]pent-1-yl)-4-(2-iodobenzofuran-7-yl)pyrimidin-2-amine